ClC1=CC=C2C(=CNC2=C1)\C=C\1/NC(N(C1=O)C(COP(=O)([O-])O)C1=CC=C(C=C1)C#N)=O (Z)-2-(4-((6-chloro-1H-indol-3-yl)methylene)-2,5-dioxoimidazolidin-1-yl)-2-(4-cyanophenyl)ethyl dihydrophosphate